BrC1=C(C=CC=C1)C(C)C1OCC(O1)C=O 2-[1-(2-bromophenyl)ethyl]-1,3-dioxolane-4-carbaldehyde